ethyl (E)-2-cyano-3-(4-(trifluoromethyl)phenyl)acrylate C(#N)/C(/C(=O)OCC)=C\C1=CC=C(C=C1)C(F)(F)F